6-(cyclopropanecarboxamido)-N-(methyl-d3)-4-((2,3,5-trimethyl-4,5-dihydro-3H-imidazo[4,5-c][1,7]naphthyridin-6-yl)amino)pyridazine-3-carboxamide C1(CC1)C(=O)NC1=CC(=C(N=N1)C(=O)NC([2H])([2H])[2H])NC1=NC=CC=2C3=C(CN(C12)C)N(C(=N3)C)C